COC([C@@H](N(CC1=CC=CC=C1)C([C@@H](CCC)N)=O)C)=O N-((R)-2-aminopentanoyl)-N-benzyl-L-alanine methyl ester